2-((4-(1-(methylamino)ethyl)isoquinolin-1-yl)amino)ethan-1-ol CNC(C)C1=CN=C(C2=CC=CC=C12)NCCO